COC(=O)C1(CCN(CC1)C(=O)OC(C)(C)C)C(C)OS(=O)(=O)C(F)(F)F 4-[1-(trifluoromethanesulfonyl-oxy)ethyl]piperidine-1,4-dicarboxylic acid 1-tert-butyl 4-methyl ester